4-benzoylpiperazine-1-carbaldehyde C(C1=CC=CC=C1)(=O)N1CCN(CC1)C=O